ethyl (Z)-3-[(4-methyl-5-oxo-2H-furan-2-yl)oxy]-2-(3,4,5-trimethylpyrazol-1-yl)prop-2-enoate CC1=CC(OC1=O)O\C=C(\C(=O)OCC)/N1N=C(C(=C1C)C)C